3-isopropyl-1-methyl-1-(7-(6-((1-methylpyrrolidin-3-yl)methoxy)pyridin-3-yl)quinoxalin-2-yl)urea C(C)(C)NC(N(C1=NC2=CC(=CC=C2N=C1)C=1C=NC(=CC1)OCC1CN(CC1)C)C)=O